Pyrazolo[1,5-a][1,3,5]Triazine-8-carboxylic acid N=1C=2N(C=NC1)N=CC2C(=O)O